NC1=CC(=C(C=O)C=C1)C 4-AMINO-2-METHYLBENZALDEHYDE